4-[4-(1-ethyl-3-methyl-1H-pyrazol-5-yl)-1-methyl-1H-imidazol-2-yl]-1-methyl-1H-pyrazolo[4,3-c]Pyridine-6-carboxamide C(C)N1N=C(C=C1C=1N=C(N(C1)C)C1=NC(=CC2=C1C=NN2C)C(=O)N)C